N-(4-(4-amino-5-(3-fluoro-4-((4-methylpyrimidin-2-yl)oxy)phenyl)-5H-pyrrolo[3,2-d]pyrimidin-6-yl)phenyl)-3-(benzenesulfonyl)propylamine NC=1C2=C(N=CN1)C=C(N2C2=CC(=C(C=C2)OC2=NC=CC(=N2)C)F)C2=CC=C(C=C2)NCCCS(=O)(=O)C2=CC=CC=C2